2-(sec-butoxy)-4-(4,4,5,5-tetramethyl-1,3,2-dioxaborolan-2-yl)pyridine C(C)(CC)OC1=NC=CC(=C1)B1OC(C(O1)(C)C)(C)C